7-methoxyimidazo[1,2-a]pyridine-2-carboxylic acid COC1=CC=2N(C=C1)C=C(N2)C(=O)O